{2-[2-(9H-fluoren-9-ylmethoxycarbonyl-amino)-ethoxy]-ethoxy}-acetic acid C1=CC=CC=2C3=CC=CC=C3C(C12)COC(=O)NCCOCCOCC(=O)O